OC[C@H]1N(C[C@@H](C1)C1=CC=CC=C1)C(=O)OC(C)(C)C tert-butyl (2S,4S)-2-(hydroxymethyl)-4-phenylpyrrolidine-1-carboxylate